C(CCCCCCCCC)N(C(CCCCCCCN(C1CCC(CC1)O)CCCCCCCC(=O)N(CCCCCC)CCCCCCCCCCCC)=O)CCCCCCCCCC N,N-didecyl-8-((8-(dodecyl(hexyl)amino)-8-oxooctyl)((1s,4s)-4-hydroxycyclohexyl)amino)octanamide